N-[1-[3-(N-ethyl-N'-hydroxy-N-methyl-carbamimidoyl)pyrazin-2-yl]ethyl]-3,5-bis(trifluoromethyl)benzamide C(C)N(C(=NO)C=1C(=NC=CN1)C(C)NC(C1=CC(=CC(=C1)C(F)(F)F)C(F)(F)F)=O)C